4-amino-7-(S-methylsulfonyl)-1-(4-(pyrrolidin-1-ylmethyl)benzyl)-1,3-dihydro-2H-imidazo[4,5-c]quinolin-2-one NC1=NC=2C=C(C=CC2C2=C1NC(N2CC2=CC=C(C=C2)CN2CCCC2)=O)S(=O)(=O)C